5-(benzenesulfonamido)-1-(pyridine-3-yl)-1H-pyrazole-4-carboxylic acid ethyl ester C(C)OC(=O)C=1C=NN(C1NS(=O)(=O)C1=CC=CC=C1)C=1C=NC=CC1